O1COC2=C1C=CC(=C2)CNC2=NN1C(S2)=NC=C1C=1C=NC=C(C1)OC N-(1,3-benzodioxol-5-ylmethyl)-5-(5-methoxy-3-pyridyl)imidazo[2,1-b][1,3,4]thiadiazol-2-amine